CC1(NC(C2=CC=CC=C12)=O)C 3,3-dimethyl-2,3-dihydro-1H-isoindol-1-one